FC1=CC=C(C=C1)[C@H](O)C1=CC=CC=C1 |r| (R) and (S)-4-fluorophenyl-phenyl-methanol